4-bromo-1,3,5-triphenyl-1H-pyrazole BrC=1C(=NN(C1C1=CC=CC=C1)C1=CC=CC=C1)C1=CC=CC=C1